(4-(isopropylsulfonyl)phenyl)boronic acid C(C)(C)S(=O)(=O)C1=CC=C(C=C1)B(O)O